4-bromobenzonitrile BrC1=CC=C(C#N)C=C1